N[C@H](C(=O)O)[C@H](C)NC(=N)N (2S,3S)-2-amino-3-carbamimidamido-butanoic acid